[Br-].C(CCCCCCCCC)N1C=[NH+]C=C1 decyl-1H-imidazolium bromide